pentyloxy-3-phenylpropionyl-methionine C(CCCC)ON([C@@H](CCSC)C(=O)O)C(CCC1=CC=CC=C1)=O